COC=1C=C2C(=NC=NC2=CC1OC)N1CC(C1)CCS(=O)(=O)N 2-(1-(6,7-dimethoxyquinazolin-4-yl)azetidin-3-yl)ethanesulfonamide